N-(2-aminoethyl)-N-(2-hydroxyethyl)-beta-alanine NCCN(CCC(=O)O)CCO